α-methylcinnamic acid CC(C(=O)O)=CC1=CC=CC=C1